C(C)(C)(C)N1C(N(C2=C(C1)C1=C(N=C2)NC(=C1I)C1=CC=C(C=C1)CN1CCC(CC1)S(=O)(=O)C)C)=O 2-(tert-butyl)-9-iodo-4-methyl-8-(4-((4-(methylsulfonyl)piperidin-1-yl)methyl)phenyl)-1,2,4,7-tetrahydro-3H-pyrrolo[3',2':5,6]pyrido[3,4-d]pyrimidin-3-one